C(C=C)C=1C(=CC(N(C1)C(C(=O)OCC)CC(C)C)=O)C ethyl 2-(5-allyl-4-methyl-2-oxopyridin-1(2H)-yl)-4-methylpentanoate